N-(7-methoxy-4-phenyl-1H-1,3-benzodiazol-2-yl)-8-oxa-2-azaspiro[4.5]decane-2-carboxamide COC1=CC=C(C2=C1NC(=N2)NC(=O)N2CC1(CC2)CCOCC1)C1=CC=CC=C1